FC(C(=O)[O-])(F)F.C(=O)(O)[C@H]1C[C@@H](CN1)NC(CCCCC[N+](C)(C)C)=O 6-(((3S,5R)-5-carboxypyrrolidin-3-yl)amino)-N,N,N-trimethyl-6-oxohexan-1-aminium 2,2,2-trifluoroacetate